C1(=CC(=CC=C1)CC1N(CC2(CC2)C1NS(=O)(=O)C)C(CF)=O)C1=CC=CC=C1 N-(6-([1,1'-biphenyl]-3-ylmethyl)-5-(2-fluoroacetyl)-5-azaspiro[2.4]heptan-7-yl)methanesulfonamide